2-(dimethylamino)-2-methylpropan-1-ol CN(C(CO)(C)C)C